tert-butyl 4-(((4-formyl-6-methoxypyridin-3-yl)oxy)methyl)-3-(1-isopropyl-1H-pyrazol-5-yl)-5,6-dihydropyridine-1(2H)-carboxylate C(=O)C1=C(C=NC(=C1)OC)OCC1=C(CN(CC1)C(=O)OC(C)(C)C)C1=CC=NN1C(C)C